Methyl (S)-2-benzyl-4-(3-(2,4-difluoro-3-hydroxy-5-(trifluoromethyl)phenyl)-1-methyl-1H-pyrazolo[3,4-d]pyrimidin-6-yl)piperazine-1-carboxylate C(C1=CC=CC=C1)[C@@H]1N(CCN(C1)C1=NC=C2C(=N1)N(N=C2C2=C(C(=C(C(=C2)C(F)(F)F)F)O)F)C)C(=O)OC